C(C)(C)(C)OC(NCCCCCC(C)NC(=O)C=1N=C(OC1C=1C=C(C=CC1)C)C1=CC=C(C=C1)C(F)(F)F)=O tert-butyl(6-(5-(m-tolyl)-2-(4-(trifluoromethyl)phenyl)oxazole-4-carboxamido)heptyl)carbamate